The molecule is a germacranolide isolated from Inula racemosa, Rudbeckia laciniata and Stevia polyphylla. It has a role as a plant metabolite. It derives from an 8beta-hydroxygermacra-1(10),4,11(13)-trien-12-oate. C/C/1=C\\C[C@H]2[C@@H](C/C(=C/CC1)/C)OC(=O)C2=C